ClC1=C(C=CC(=C1)Cl)\C=1\CCCC2=C(/C1/C1=CC=C(C=C1)OCCNCC=CC(=O)N(C)C)C=CC(=C2)C(=O)OC methyl (E)-8-(2,4-dichlorophenyl)-9-(4-(2-((4-(dimethylamino)-4-oxobut-2-en-1-yl)amino)ethoxy)phenyl)-6,7-dihydro-5H-benzo[7]annulene-3-carboxylate